COC(C(C(C1=CC(=C(C=C1)C)CN1C[C@@H](OC2=C(N=CC=3C=CC=CC23)C1)CC)C1=C(C2=C(N(N=N2)C)C=C1)C)(C)C)=O 3-(1,4-dimethyl-1H-benzo[d][1,2,3]triazol-5-yl)-3-(3-(((S)-2-ethyl-2,3-dihydro-[1,4]oxazepino[6,7-c]isoquinolin-4(5H)-yl)methyl)-4-methylphenyl)-2,2-dimethylpropionic acid methyl ester